(Z)-1-methyl-N'-(2-oxo-2-(thiophen-2-yl)ethoxy)-4-(3-(trifluoromethyl)phenoxy)-1H-pyrazole CN1N(CC(=C1)OC1=CC(=CC=C1)C(F)(F)F)OCC(C=1SC=CC1)=O